3-(Azidomethyl)-5-(((tert-butyldimethylsilyl)oxy)methyl)pyridine N(=[N+]=[N-])CC=1C=NC=C(C1)CO[Si](C)(C)C(C)(C)C